tert-Butyl (3S)-3-(4-amino-3-cyano-phenoxy)pyrrolidine-1-carboxylate NC1=C(C=C(O[C@@H]2CN(CC2)C(=O)OC(C)(C)C)C=C1)C#N